3-(2,6-difluoro-3,5-dimethoxyphenyl)-7-(1,3-dimethyl-1H-pyrazol-4-yl)-1-(pyrazin-2-yl)-3,4-dihydropyrido[4,3-d]pyrimidin-2(1H)-one FC1=C(C(=C(C=C1OC)OC)F)N1C(N(C2=C(C1)C=NC(=C2)C=2C(=NN(C2)C)C)C2=NC=CN=C2)=O